OC=1C2=C(N(C(C1C(=O)NC1=NC=CC=C1)=O)C)CCC2C 4-Hydroxy-1,5-dimethyl-2-oxo-N-(2-pyridyl)-6,7-dihydro-5H-cyclopenta[b]pyridine-3-carboxamide